Butyl 6-(3-fluoro-5-(prop-1-en-2-yl)phenyl)-2-azaspiro[3.4]octane-2-carboxylate FC=1C=C(C=C(C1)C(=C)C)C1CC2(CN(C2)C(=O)OCCCC)CC1